FC=1C(=C(C=CC1)C=1C=CC=2N(C1)C(=CN2)C=O)OCCC=2C(=NN(C2C)C)C 6-(3-fluoro-2-(2-(1,3,5-trimethyl-1H-pyrazol-4-yl)ethoxy)phenyl)imidazo[1,2-a]pyridine-3-carbaldehyde